1-((triisopropylsilyl)oxy)propan-2-ol C(C)(C)[Si](OCC(C)O)(C(C)C)C(C)C